ClC=1C=C(C=CC1C(=O)N1CCN(CC1)C(C[C@H]1CNCC1)=O)NC(=O)C=1N(C(=CN1)C=1C(=NC(=C(C1)F)N(C)C)F)C N-[3-chloro-4-[4-[2-[(3S)-pyrrolidin-3-yl]acetyl]piperazine-1-carbonyl]phenyl]-5-[6-(dimethylamino)-2,5-difluoro-3-pyridinyl]-1-methyl-imidazole-2-carboxamide